FCCCCCSC1=CC(=C(C=C1OC)CCN)OC 2-(4-((5-fluoropentyl)thio)-2,5-dimethoxyphenyl)ethylamine